C1(=CC=CC=C1)C(CC=1C=C(C(=C(C1)OC)OC)OC)(CCC=1C=C(C(=C(C1)OC)OC)OC)C1=CC=C(C=C1)C 5,5'-(2-phenyl-2-(p-tolyl)butane-1,4-diyl)bis(1,2,3-trimethoxybenzene)